(2S,3R,4S,4aR,10bR)-2,3,4-Trihydroxy-7-methoxy-1,3,4,4a,5,10b-hexahydrophenanthridin-6(2H)-one O[C@H]1C[C@@H]2C3=CC=CC(=C3C(N[C@H]2[C@@H]([C@@H]1O)O)=O)OC